CC1=C(C=NC=C1)C=1C=C/2C(=CN1)NC(\C2=C(\C)/NC=2C=NC(=CC2)N2CCN(CC2)C2COC2)=O (Z)-5-(4-Methylpyridin-3-yl)-3-(1-((6-(4-(oxetan-3-yl)piperazin-1-yl)pyridin-3-yl)amino)ethylidene)-1H-pyrrolo[2,3-c]pyridin-2(3H)-one